cyclobutyl (3-(1-cyclopropyl-1H-pyrazol-4-yl)-5-((3-methyl-2-oxo-1-(tetrahydrofuran-3-yl)-2,3-dihydro-1H-imidazo[4,5-c]pyridin-6-yl)amino)phenyl)carbamate C1(CC1)N1N=CC(=C1)C=1C=C(C=C(C1)NC1=CC2=C(C=N1)N(C(N2C2COCC2)=O)C)NC(OC2CCC2)=O